3-bromo-4-methylthiophene BrC1=CSC=C1C